N7-(5,6-dihydro-4H-cyclopenta[c]thiophen-5-yl)-2-(methoxymethyl)pyrazolo[1,5-a]pyrimidine-3,7-dicarboxamide C=1SC=C2C1CC(C2)NC(=O)C2=CC=NC=1N2N=C(C1C(=O)N)COC